5-fluoronaphthalene-1,3-diol FC1=C2C=C(C=C(C2=CC=C1)O)O